(S)-2-(3-amino-2-oxopyridin-1(2H)-yl)-N-((S)-1-cyano-2-((S)-2-oxopyrrolidin-3-yl)ethyl)-4-methylpentanamide NC=1C(N(C=CC1)[C@H](C(=O)N[C@@H](C[C@H]1C(NCC1)=O)C#N)CC(C)C)=O